3-[S-(3-cyclopropyl-2-fluorophenyl)sulfonyl]-N-[2-(2,4-dimethylphenyl)-2,2-difluoroethyl]cinnoline-4-carboxamide C1(CC1)C=1C(=C(C=CC1)S(=O)(=O)C=1N=NC2=CC=CC=C2C1C(=O)NCC(F)(F)C1=C(C=C(C=C1)C)C)F